4-(tert-butoxycarbonyl)piperazin C(C)(C)(C)OC(=O)N1CCNCC1